OCC1=CC(=C(C(=C1)C)NC(=O)C1=NC=CC(=N1)C1=C(C=CC(=C1)C)OC)C N-(4-(Hydroxymethyl)-2,6-dimethylphenyl)-4-(2-methoxy-5-methylphenyl)pyrimidine-2-carboxamide